C(#N)C(C(=O)OCC)=CC1=CNC2=CC=CC=C12 Ethyl trans-α-cyano-3-indole-acrylate